(R/S)-6-(3,4-Difluorophenyl)-1-(2-hydroxybutyl)-3-methylimidazo[4,5-b]pyridin-2-on FC=1C=C(C=CC1F)C=1C=C2C(=NC1)N(C(N2C[C@@H](CC)O)=O)C |r|